3,4,5-TRIMETHYL-1H-PYRROLE-2-CARBOXALDEHYDE CC1=C(NC(=C1C)C)C=O